4-((2S,5R)-4-((R)-1-(4-bromo-2-fluorophenyl)-2-methylpropyl)-2,5-dimethylpiperazin-1-yl)-2-methyl-1-(((S)-tetrahydrofuran-2-yl)methyl)-1H-[1,2,4]triazolo[3,4-b]purine BrC1=CC(=C(C=C1)[C@@H](C(C)C)N1C[C@@H](N(C[C@H]1C)C=1C=2N=C(N(C2N2C(N1)=NN=C2)C[C@H]2OCCC2)C)C)F